CC(=CCC=1C=CC(=C(C1)C(C)=O)OCC=C(C)C)C 1-[5-(3-methylbut-2-enyl)-2-(3-methylbut-2-enyloxy)phenyl]ethanone